3-(3-chloro-2-methoxyanilino)-2-(3-{[(2S)-3,3-dimethyloxetan-2-yl]methoxy}pyridin-4-yl)-1,5,6,7-tetrahydro-4H-pyrrolo[3,2-c]pyridin-4-one ClC=1C(=C(NC2=C(NC3=C2C(NCC3)=O)C3=C(C=NC=C3)OC[C@H]3OCC3(C)C)C=CC1)OC